N(N)C1=CC=CC2=CC=CC=C12 4-hydrazinonaphthalene